S(=O)(=O)(O)[O-].C(C)N1C(=[N+](C=C1)C)C 1-ethyl-2,3-dimethylimidazolium hydrogen sulfate